CC/1(CN(CC\C1=C/C#CC1=NC(=CC=C1)C(F)(F)F)C(=O)OCC)C ethyl (4E)-3,3-dimethyl-4-{3-[6-(trifluoromethyl)pyridin-2-yl]prop-2-yn-1-ylidene}piperidine-1-carboxylate